COC(=O)C1=CC(=NC(=C1)C)CO.ClC1=CC2=C(N=C(S2)C23CC(C2)(C3)NC(=O)C=3OC(=CC3)C(C)S(=O)(=O)C)C=C1 N-[3-(6-chloro-1,3-benzothiazol-2-yl)-1-bicyclo[1.1.1]pentanyl]-5-(1-methylsulfonylethyl)furan-2-carboxamide methyl-2-(hydroxymethyl)-6-methyl-pyridine-4-carboxylate